NC(CCC1CNCCO1)=NO 2-(3-amino-3-(hydroxyimino)propyl)morpholine